4-[[(methylphenylamino)methylene]amino]benzoic acid ethyl ester C(C)OC(C1=CC=C(C=C1)N=CN(C1=CC=CC=C1)C)=O